8-chloro-3-(1-(5-chloro-2-methoxy-4-methyl-3-(pyridin-3-yl)phenyl)ethyl)imidazo[1,5-a]Pyrazine ClC=1C=2N(C=CN1)C(=NC2)C(C)C2=C(C(=C(C(=C2)Cl)C)C=2C=NC=CC2)OC